benzyl 3-(7-(8-bromonaphthalen-1-yl)-2-((hexahydro-1H-pyrrolizin-7a-yl) methoxy)-5,6,7,8-tetrahydropyrido[3,4-d]pyrimidin-4-yl)-3,8-diazabicyclo[3.2.1]octane-8-carboxylate BrC=1C=CC=C2C=CC=C(C12)N1CC=2N=C(N=C(C2CC1)N1CC2CCC(C1)N2C(=O)OCC2=CC=CC=C2)OCC21CCCN1CCC2